C(C=C)(=O)N1C[C@@H](CCCC1)N1C(=NC2=C1C(=C(C=C2)OC2COC2)Cl)NC(C2=CC(=NC=C2)C)=O (R)-N-(1-(1-acryloylazepan-3-yl)-7-chloro-6-(oxetan-3-yloxy)-1H-benzo[d]imidazol-2-yl)-2-methylisonicotinamide